(5-ethyl-1,3-thiazol-2-yl)-2-fluoro-5-(morpholine-4-sulfonyl)benzamide C(C)C1=CN=C(S1)C=1C(=C(C(=O)N)C=C(C1)S(=O)(=O)N1CCOCC1)F